2,6-Di-dodecylthiomethyl-4-nonylphenol C(CCCCCCCCCCC)SCC1=C(C(=CC(=C1)CCCCCCCCC)CSCCCCCCCCCCCC)O